ClC12CC3(CC(CC(C1)C3)C2)N=C=O 3-chloro-1-adamantyl isocyanate